aminomethylcyclobutaneN NCC1=CCC1